C(C=C)(=O)N1C[C@@H](N(C[C@H]1C)C1=NC(N2C3=C(C(=C(C=C13)Cl)C1=C(C=CC=C1O)F)OC[C@@H]2CO)=O)C (3S,10R)-7-((2S,5R)-4-acryloyl-2,5-dimethylpiperazin-1-yl)-9-chloro-10-(2-fluoro-6-hydroxyphenyl)-3-(hydroxymethyl)-2H-[1,4]oxazino[2,3,4-ij]quinazolin-5(3H)-one